2-((4-trifluoromethylphenyl)amino)acetic acid FC(C1=CC=C(C=C1)NCC(=O)O)(F)F